C1(=CC=CC=C1)[C@@H]1CN(CC1)C(=O)C=1SC(=CC1)C1=C(C(=C(C(=C1)F)F)OC)F (R)-(3-Phenylpyrrolidin-1-yl)(5-(2,4,5-trifluoro-3-methoxyphenyl)thiophen-2-yl)methanone